C(CCCCCCCCCCC)P(C1=CC=CC=C1)(C)(C)Br dodecyldimethylphenylphosphorus bromide